C(C)(C)C1=CN=C2N1C=C(C=C2NC2CCN(CC2)C[C@@H]2CNCCO2)[C@@H](C)O |&1:26| Rac-1-[3-isopropyl-8-[[1-[[(2S)-morpholin-2-yl]methyl]-4-piperidyl]amino]imidazo[1,2-a]pyridin-6-yl]ethanol